tert-Butyl 3-(7-bromo-5-methoxybenzo[d]oxazol-2-yl)-3,9-diazabicyclo[3.3.1]nonane-9-carboxylate BrC1=CC(=CC=2N=C(OC21)N2CC1CCCC(C2)N1C(=O)OC(C)(C)C)OC